O=C1C=C2N(CCC=3C=CC=NC23)C=C1 10-oxo-6,10-dihydro-5H-pyrido[1,2-H][1,7]Naphthyridine